lysine anisoate C(C1=CC=C(C=C1)OC)(=O)O.N[C@@H](CCCCN)C(=O)O